FC1=C(C(=CC(=C1)I)F)[C@H]1N([C@@H](CC=2C3=CC=CC=C3NC12)C)CC(C)(C)F (1R,3R)-1-(2,6-difluoro-4-iodo-phenyl)-2-(2-fluoro-2-methyl-propyl)-3-methyl-2,3,4,9-tetrahydro-1H-β-carboline